(2S,6R)-tert-butyl 4-(11-(4-fluorophenyl)-3-(methoxymethyl)-6-oxo-10-(trifluoromethyl)-2,3,4,6-tetrahydro-[1,4]thiazepino[2,3,4-ij]quinazolin-8-yl)-2,6-dimethylpiperazine-1-carboxylate FC1=CC=C(C=C1)C1=C(C=C2C(=NC(N3C2=C1SCC(C3)COC)=O)N3C[C@@H](N([C@@H](C3)C)C(=O)OC(C)(C)C)C)C(F)(F)F